NC=1C=2N(C(=CC1)C1=CN(C=3N=CN=C(C31)N(C(=O)OC(C)(C)C)C(=O)OC(C)(C)C)CCC(=O)OC(C)(C)C)C=CN2 Tert-Butyl 3-(5-(8-Aminoimidazo[1,2-A]Pyridin-5-Yl)-4-(Bis(Tert-Butoxycarbonyl)Amino)-7H-Pyrrolo[2,3-D]Pyrimidin-7-Yl)Propanoate